C(#N)[C@H]1N(CC(C1)(F)F)C(CNC(=O)C1=CC=NC2=C(C=CC=C12)NC(CCC(=O)N[C@@H](CS)C(=O)O)=O)=O (4-((4-((2-((S)-2-cyano-4,4-difluoropyrrolidin-1-yl)-2-oxoethyl)carbamoyl)quinolin-8-yl)amino)-4-oxobutanoyl)-L-cysteine